5-[(1-cyclopropanecarbonyl-4-hydroxypiperidin-4-yl)methyl]-1-{4-fluoro-3-[(3R)-3-hydroxy-3-methylpyrrolidin-1-yl]phenyl}-1H,4H,5H-pyrazolo[3,4-d]pyrimidin-4-one C1(CC1)C(=O)N1CCC(CC1)(O)CN1C=NC2=C(C1=O)C=NN2C2=CC(=C(C=C2)F)N2C[C@](CC2)(C)O